F[C@@H]1C[C@H](CN(C1)C1C(CC(C1)C1=CC=C(C=C1)F)N1N=CN=N1)NC(OC(C)(C)C)=O trans-tert-butyl (3R,5R)-5-fluoro-1-(4-(4-fluorophenyl)-2-(2H-tetrazol-2-yl)cyclopentyl)piperidin-3-ylcarbamate